ClC=1C=C2C(=NC(=NC2=C(C1C1=C2C=NNC2=CC=C1C)OC1CC(C1)(F)F)OC1CCN(CC1)C)N1C(CNCC1)N1CCNCC1 6-chloro-8-(3,3-difluorocyclobutoxy)-7-(5-methyl-1H-indazol-4-yl)-2-((1-methylpiperidin-4-yl)oxy)-4-(piperazinopiperazin-1-yl)quinazoline